pentaerythritol tetrakis(3-mercaptobutanoyl)butyrate iron-chromium-iron-chromium [Cr].[Fe].[Cr].[Fe].SC(CC(=O)C(C(C(=O)OCC(CO)(CO)CO)(C(CC(C)S)=O)C(CC(C)S)=O)(C)C(CC(C)S)=O)C